N-(4-hydroxyphenyl)glycine tert-butyl-(R)-3-((1-(6-((tert-butoxycarbonyl)amino)hexan-2-yl)-6-chloro-7-(dimethylcarbamoyl)-1H-benzo[d]imidazol-2-yl)carbamoyl)benzoate C(C)(C)(C)C1=C(C(=O)O)C=CC=C1C(NC1=NC2=C(N1[C@H](C)CCCCNC(=O)OC(C)(C)C)C(=C(C=C2)Cl)C(N(C)C)=O)=O.OC2=CC=C(C=C2)NCC(=O)O